2-amino-2-(2-(3-(4-hexylphenethyl)isoxazol-5-yl)ethyl)propane-1,3-diol NC(CO)(CO)CCC1=CC(=NO1)CCC1=CC=C(C=C1)CCCCCC